sodium oleoyl hydroxymethylethanesulfonate OCC(C)S(=O)(=O)OC(CCCCCCC\C=C/CCCCCCCC)=O.[Na]